COCOCCCC(CC(CC(CC(CC(C)I)C)C)C)C 12-iodo-4,6,8,10-tetramethyltridecyl methoxymethyl ether